2-Methoxy-N4-phenyl-1,4-phenylenediamine COC1=C(C=CC(=C1)NC2=CC=CC=C2)N